C1(CCCCC1)NC(CN1N=C(C=CC1=O)C1=CC=C(C=C1)C)=O N-cyclohexyl-2-(6-oxo-3-(p-tolyl)pyridazin-1(6H)-yl)acetamide